CC1CCC(CC1)(C1=CC=C(C=C1)O)C1=CC=C(C=C1)O 4,4'-(4-methylcyclohexane-1,1-diyl)diphenol